4-(3-(7-acryloyl-4-oxa-7-azaspiro[2.5]octan-6-yl)-5-chlorophenyl)picolinamide C(C=C)(=O)N1C(COC2(CC2)C1)C=1C=C(C=C(C1)Cl)C1=CC(=NC=C1)C(=O)N